C(C1=CC=CC=C1)NC(CC1=NC=C(C=C1)C1=C(C=C(C=C1)OCCN1CCS(CC1)(=O)=O)F)=O N-benzyl-2-(5-(4-(2-(1,1-dioxidothiomorpholino)ethoxy)-2-fluorophenyl)pyridin-2-yl)acetamide